C(C)(=O)F ethanoyl fluoride